methyl 2,5-dibromoterephthalate BrC1=C(C(=O)OC)C=C(C(=C1)C(=O)[O-])Br